N1(C=NC=C1)C(C)C=1C=C(C=C(C1)O)O 5-(1-(1H-Imidazole-1-yl)ethyl)benzene-1,3-diol